N-(4-bromophenyl)oxetan-3-amine BrC1=CC=C(C=C1)NC1COC1